FC(C)(F)[C@]1(C[C@@H]([C@@H](O1)C(=O)NC1=CC(=NC=C1)C(=O)N)C1=C(C(=C(C=C1)F)F)OC)C (2R,3R,5R)-4-[[5-(1,1-difluoroethyl)-3-(3,4-difluoro-2-methoxy-phenyl)-5-methyl-tetrahydrofuran-2-carbonyl]amino]pyridine-2-carboxamide